7-((5-(4-hydroxypiperidin-1-yl)pyridin-2-yl)amino)-4-(7-methyl-7H-pyrrolo[2,3-c]pyridazin-5-yl)isoindolin-1-one OC1CCN(CC1)C=1C=CC(=NC1)NC=1C=CC(=C2CNC(C12)=O)C1=CN(C=2N=NC=CC21)C